C[C@H]1N([C@H](CN(C1)C1=NC=C(C=N1)C(F)(F)F)C)C(=O)NC1CC2(CN(C2)CCC2=CC=CC=C2)C1 (2R,6S)-2,6-dimethyl-N-[2-(2-phenylethyl)-2-azaspiro[3.3]heptan-6-yl]-4-[5-(trifluoromethyl)pyrimidin-2-yl]piperazine-1-carboxamide